(S)-3-benzyl-2-carbonyl-1,3-oxazepine-4-carboxylate C(C1=CC=CC=C1)N1C(OC=CC=C1C(=O)[O-])=C=O